C([C@H](O)CC(=O)[O-])(=O)[O-] R-Malat